C(C)(CC)C1C(NC2=C(CN1C(=O)NCCS(N)(=O)=O)C=CC=C2)=O 3-(sec-butyl)-2-oxo-N-(2-sulfamoylethyl)-1,2,3,5-tetrahydro-4H-benzo[1,4]diazepine-4-carboxamide